ClC1=NC=C(C(=N1)OC=1C=CC=C2CCC(C12)=O)C(F)(F)F 7-((2-Chloro-5-(trifluoromethyl)pyrimidin-4-yl)oxy)-2,3-dihydro-1H-inden-1-one